(S)-2-(2-((((9H-fluoren-9-yl)methoxy)carbonyl)amino)acetamido)-5-(tert.-Butoxy)-5-oxopentanoic acid C1=CC=CC=2C3=CC=CC=C3C(C12)COC(=O)NCC(=O)N[C@H](C(=O)O)CCC(=O)OC(C)(C)C